((S)-1-((3R,5'S)-5'-carbamoyl-2-oxospiro[indoline-3,3'-pyrrolidine]-1'-yl-4',4'-d2)-4-methyl-1-oxopentan-2-yl)(methyl)carbamic acid tert-butyl ester C(C)(C)(C)OC(N(C)[C@H](C(=O)N1C[C@]2(C([C@H]1C(N)=O)([2H])[2H])C(NC1=CC=CC=C12)=O)CC(C)C)=O